C(CCCCCCCCCCCCCCCCCCCCCCCCCCCCCC)(=O)O.CCCCCCCCCCCCCCCCCCCCC heneicosane hentriacontanoate